Cl.N[C@H](C(=O)N[C@@H]1[C@H](CCC1)C1=CC=C(C=C1)Cl)C (S)-2-amino-N-((1S,2R)-2-(4-chlorophenyl)cyclopentyl)propanamide hydrochloride